(4R)-4-(3,5-difluorophenyl)-2-hydroxypyrrolidine-1-carboxylic acid tert-butyl ester C(C)(C)(C)OC(=O)N1C(C[C@@H](C1)C1=CC(=CC(=C1)F)F)O